C(N)(=N)C=1C=C(SC1)[C@@H](COC)NC(=O)[C@H]1N(C[C@@H](C1)OC(F)F)C(CNC(C1=CC=C(C=C1)OC1=CC=CC=C1)=O)=O (2S,4R)-N-((R)-1-(4-carbamimidoylthiophen-2-yl)-2-methoxyethyl)-4-(difluoromethoxy)-1-((4-phenoxybenzoyl)glycyl)pyrrolidine-2-carboxamide